C(#N)C1(CC1)NS(=O)(=O)C=1C=C(C=2N(C1)C(=NC2)C=2SC(=NN2)C(F)F)N2CC(N(CC2)C(=O)C2(CC2)C)(C)C N-(1-cyanocyclopropyl)-3-(5-(difluoromethyl)-1,3,4-thiadiazol-2-yl)-8-(3,3-dimethyl-4-(1-methylcyclopropane-1-carbonyl)piperazin-1-yl)imidazo[1,5-a]pyridine-6-sulfonamide